N-Cyclopentyl-2-(3-(3-(Pentan-3-Ylcarbamoyl)-1H-Pyrazol-5-Yl)Phenyl)Oxazole-5-Carboxamide C1(CCCC1)NC(=O)C1=CN=C(O1)C1=CC(=CC=C1)C1=CC(=NN1)C(NC(CC)CC)=O